1,1-dimethylethyl [{1-({3,4-difluoro-2-[(2-fluoro-4-iodophenyl)amino]phenyl}carbonyl)-3-hydroxyazetidin-3-yl}methyl]ethylcarbamate FC=1C(=C(C=CC1F)C(=O)N1CC(C1)(O)CN(C(OC(C)(C)C)=O)CC)NC1=C(C=C(C=C1)I)F